3-[4-(1H-Pyrazolo[3,4-b]pyridin-5-yl)-benzylamino]-pyrazine-2-carboxylic acid [(S)-1-(4-fluoro-phenyl)-ethyl]-amide FC1=CC=C(C=C1)[C@H](C)NC(=O)C1=NC=CN=C1NCC1=CC=C(C=C1)C=1C=C2C(=NC1)NN=C2